tert-butyl 8-bromo-2H-benzo[b][1,4]oxazine-4(3H)-carboxylate BrC1=CC=CC2=C1OCCN2C(=O)OC(C)(C)C